5-(1-isopropylpyrazol-4-yl)-1H-indol-3-amine hydrochloride Cl.C(C)(C)N1N=CC(=C1)C=1C=C2C(=CNC2=CC1)N